8-((2-hydroxybenzoyl)amino)octanoic acid, sodium salt [Na+].OC1=C(C(=O)NCCCCCCCC(=O)[O-])C=CC=C1